C1(=CC=C(C=C1)C1=CC(=NC(=N1)C1=CC=CC=C1)C=1C=C(C=C(C1)N1C2=CC=CC=C2C=2C=CC=CC12)N1C2=CC=CC=C2C=2C=CC=CC12)C1=CC=CC=C1 9,9'-(5-(6-([1,1'-biphenyl]-4-yl)-2-phenylpyrimidin-4-yl)-1,3-phenylene)bis(9H-carbazole)